N-(4-(1H-tetrazol-5-yl)phenyl)-4-(5-((6-ethylpyridin-3-yl)methyl)-2,4-dioxothiazolidin-3-yl)butanamide N1N=NN=C1C1=CC=C(C=C1)NC(CCCN1C(SC(C1=O)CC=1C=NC(=CC1)CC)=O)=O